1-[(3S)-3-[4-[(5-fluoro-3-pyridyl)amino]pyrido[3,2-d]pyrimidin-6-yl]oxypyrrolidin-1-yl]prop-2-en-1-one FC=1C=C(C=NC1)NC=1C2=C(N=CN1)C=CC(=N2)O[C@@H]2CN(CC2)C(C=C)=O